C1(CC1)C1=NC(=CC2=C1CNC2=O)CN2C[C@H](CCC2)C (S)-4-cyclopropyl-6-((3-methylpiperidin-1-yl)methyl)-2,3-dihydro-1H-pyrrolo[3,4-C]pyridin-1-one